ClC1=C(C(=CC=C1)C)C1=NOC(=C1CO[C@@H]1[C@@H]2CN([C@H](C1)C2)C2=C(C=C(C(=O)O)C=C2)F)C2CC2 |&1:15| 4-[(1S,4S,SR)-5-{[3-(2-chloro-6-methylphenyl)-5-cyclopropyl-1,2-oxazol-4-yl]methoxy}-2-azabicyclo[2.2.1]heptan-2-yl]-3-fluorobenzoic acid